tert-butyl (4-(4-(4-(5-((furan-2-ylmethyl)amino)-[1,2,4]triazolo[4,3-c]pyrimidin-8-yl)phenyl)piperazin-1-yl)-4-oxobutyl)carbamate O1C(=CC=C1)CNC1=NC=C(C=2N1C=NN2)C2=CC=C(C=C2)N2CCN(CC2)C(CCCNC(OC(C)(C)C)=O)=O